C(C=C)N1N(C2=NC(=NC=C2C1=O)NC=1C=NC=CC1)C1=NC(=CC=C1)OC1CCN(CC1)C 2-allyl-1-[6-(1-methyl-4-piperidyloxy)-2-pyridyl]-6-(3-pyridylamino)-1,2-dihydro-3H-1,2,5,7-tetraazainden-3-one